disodium 6-hydroxy-3-oxo-9-xanthene-o-benzoate C1=CC=C(C(=C1)C2=C3C=CC(=O)C=C3OC4=C2C=CC(=C4)[O-])C(=O)[O-].[Na+].[Na+]